(5-(cyclopropylmethyl)-1-methyl-1H-pyrazol-3-yl)methanol C1(CC1)CC1=CC(=NN1C)CO